Rac-4-((5aR,6S,7S,8R,8aS)-3-chloro-7-(((2,2-difluoroethyl)amino)methyl)-8,8a-dihydroxy-1-methoxy-6-phenyl-6,7,8,8a-tetrahydro-5aH-cyclopenta[4,5]furo[3,2-c]pyridin-5a-yl)benzonitrile ClC1=CC2=C(C(=N1)OC)[C@]1([C@@](O2)([C@@H]([C@H]([C@H]1O)CNCC(F)F)C1=CC=CC=C1)C1=CC=C(C#N)C=C1)O |r|